(S)-3-(5-bromo-2-(2-(1-methoxyethyl)pyridin-3-yl)-1-(2-((tetrahydro-2H-pyran-4-yl)oxy)ethyl)-1H-indol-3-yl)-2,2-dimethylpropan-1-ol BrC=1C=C2C(=C(N(C2=CC1)CCOC1CCOCC1)C=1C(=NC=CC1)[C@H](C)OC)CC(CO)(C)C